cyclopropyl 2-(3-(3-cyclopropyl-2-fluorophenoxy)-6-methylpyridazine-4-carbonyl)-1-(2,4-dimethylbenzyl)hydrazine-1-carboxylate C1(CC1)C=1C(=C(OC=2N=NC(=CC2C(=O)NN(C(=O)OC2CC2)CC2=C(C=C(C=C2)C)C)C)C=CC1)F